Cl.N[C@@H](C(C)C)C(=O)OCN1N=CC(=C1)C=1SC=C(N1)C(NC=1C(=NN(C1)C1CCC(CC1)OCC)C1=NC(=CC=C1F)F)=O (4-(4-((3-(3,6-difluoropyridin-2-yl)-1-((1r,4r)-4-ethoxycyclohexyl)-1H-pyrazol-4-yl)carbamoyl)thiazol-2-yl)-1H-pyrazol-1-yl)methyl L-valinate Hydrogen Chloride Salt